NC(C(=O)OC)CN1N=CN=C1 methyl 2-amino-3-(1H-1,2,4-triazol-1-yl)propanoate